C(=O)O.N1(CCCCC1)CCOC1CN(CC1)C=1C2=C(N=CN1)OC(=C2)C=2C(NC(NC2)=O)=O 5-[4-[3-[2-(1-piperidinyl)ethoxy]pyrrolidin-1-yl]furo[2,3-d]pyrimidin-6-yl]-1H-pyrimidine-2,4-dione formate salt